(E)-N-(2-(2-acrylamidoethoxy)ethyl)-3-(((2-acrylamidoethyl)carbamoyl)oxy)-N-methylprop-1-en-1-amine oxide C(C=C)(=O)NCCOCC[N+](\C=C\COC(NCCNC(C=C)=O)=O)(C)[O-]